(E)-10-((3,7-dimethylocta-2,6-dien-1-yl)oxy)-10-oxodecanoic acid C\C(=C/COC(CCCCCCCCC(=O)O)=O)\CCC=C(C)C